[N+](=O)([O-])C1=CC=C(/C=C/C2=CC=C(C=C2)C2=NN=C(O2)C2=CC=C(C=C2)N=NC2=CC=C(C=C2)N(CCCC(=O)[O-])CCCC(=O)[O-])C=C1 ((4-((4-(5-(4-((E)-4-nitrostyryl)phenyl)-1,3,4-oxadiazol-2-yl)phenyl)diazenyl)phenyl)azanediyl)bis(ethane-2,1-diyl)diacetate